1-(5-chloro-2-hydrazinocarbonylphenyl)-3-(3,5-difluorophenyl)-urea ClC=1C=CC(=C(C1)NC(=O)NC1=CC(=CC(=C1)F)F)C(=O)NN